ClC1=NC=C(C(=N1)C1(CC=C(C=C1)N(CCC)CCC)N)F 1-(2-chloro-5-fluoropyrimidin-4-yl)-N4,N4-Dipropylbenzene-1,4-diamine